orthosilicic acid tetraethyl ester C(C)O[Si](OCC)(OCC)OCC